CSC=1N=CC2=C(N1)N(C(=C2)C#N)[C@@H]2COC[C@@H]2C 2-methylsulfanyl-7-[(3S,4R)-4-methyltetrahydrofuran-3-yl]pyrrolo[2,3-d]pyrimidine-6-carbonitrile